phenyl (perfluoroethyl) sulfide FC(C(F)(F)F)(F)SC1=CC=CC=C1